2-(1-(1-(5-methylpyrimidin-2-yl)piperidin-4-yl)ethoxy)-5-(6-(methylsulfonyl)pyridin-3-yl)thiazolo[5,4-b]pyridine CC=1C=NC(=NC1)N1CCC(CC1)C(C)OC=1SC2=NC(=CC=C2N1)C=1C=NC(=CC1)S(=O)(=O)C